(1S,3S)-3-butyl-1-(4-fluorophenyl)-2,3,4,9-tetrahydro-1H-pyrido[3,4-b]indole C(CCC)[C@H]1CC2=C(NC3=CC=CC=C23)[C@@H](N1)C1=CC=C(C=C1)F